NC1=C(C(=O)NC=2SC(=CN2)C#N)C=CC=C1 2-amino-N-(5-cyanothiazol-2-yl)benzamide